ClC1=C(C=C2C(C(=CN(C2=N1)C1=C(C=C(C=C1F)F)F)C(=O)NC(C(C(F)(F)F)(F)F)C1CC1)=O)F 7-Chloro-N-[1-cyclopropyl-2,2,3,3,3-pentafluoropropyl]-6-fluoro-4-oxo-1-(2,4,6-trifluorophenyl)-1,4-dihydro-1,8-naphthyridine-3-carboxamide